4-{[4-({3-[(difluoromethyl)(methyl-sulfonyl)amino]benzyl}amino)-5-(trifluoromethyl)pyrimidin-2-yl]amino}benzoate FC(F)N(C=1C=C(CNC2=NC(=NC=C2C(F)(F)F)NC2=CC=C(C(=O)[O-])C=C2)C=CC1)S(=O)(=O)C